1-(4-(2-hydroxypropan-2-yl)phenyl)isoquinoline-3-carbonitrile OC(C)(C)C1=CC=C(C=C1)C1=NC(=CC2=CC=CC=C12)C#N